ClC=1C=C2C(=C3C4(NC(NC13)=O)CCCCC4)OC(=C2)C(=O)NCC(C)(C)O 5'-chloro-N-(2-hydroxy-2-methylpropyl)-7'-oxo-7',8'-dihydro-6'H-spiro[cyclohexane-1,9'-furo[2,3-f]quinazoline]-2'-carboxamide